5-Amino-1-ethyl-3-[6-[2-oxo-2-[[5-(2,2,2-trifluoro-1,1-dimethylethyl)isoxazol-3-yl]amino]ethyl]-3-pyridyl]pyrazole-4-carboxamide NC1=C(C(=NN1CC)C=1C=NC(=CC1)CC(NC1=NOC(=C1)C(C(F)(F)F)(C)C)=O)C(=O)N